C(CCCCCCCC)C1=C(C2=CC=CC=C2C=C1)S(=O)(=O)O n-nonylnaphthylsulfonic acid